di(n-octadecyl)dithiophosphoric acid C(CCCCCCCCCCCCCCCCC)OP(S)(OCCCCCCCCCCCCCCCCCC)=S